methyl 3-amino-2,4-difluorobenzoate NC=1C(=C(C(=O)OC)C=CC1F)F